NC1=NC(=NC=C1C(=O)NC1=CC=C(C=C1)[N+](=O)[O-])N1CCC(CC1)(C)N 4-Amino-2-(4-amino-4-methylpiperidin-1-yl)-N-(4-nitrophenyl)pyrimidine-5-carboxamide